CCCCC/C=C\\C/C=C\\C/C=C\\C=C\\C(CCCC(=O)SCCNC(=O)CCNC(=O)[C@@H](C(C)(C)COP(=O)(O)OP(=O)(O)OC[C@@H]1[C@H]([C@H]([C@@H](O1)N2C=NC3=C(N=CN=C32)N)O)OP(=O)(O)O)O)O The molecule is an unsaturated fatty acyl-CoA that results from the formal condensation of the thiol group of coenzyme A with the carboxy group of 5-hydroxy-(6E,8Z,11Z,14Z)-icosatetraenoic acid. It is a hydroxy fatty acyl-CoA, a long-chain fatty acyl-CoA and an unsaturated fatty acyl-CoA. It derives from a 5-HETE. It is a conjugate acid of a 5-hydroxy-(6E,8Z,11Z,14Z)-icosatetraenoyl-CoA(4-).